C[Si](C)(C)C#CC1=CCCN(C1)C(=O)OC(C)(C)C Tert-butyl 5-((trimethylsilyl)ethynyl)-3,6-dihydropyridine-1(2H)-carboxylate